C1(CC1)N1CCC2=C(CC1)C=C(C(=C2)[N+](=O)[O-])NC(C)=O N-(3-cyclopropyl-8-nitro-2,3,4,5-tetrahydro-1H-benzo[d]azepin-7-yl)acetamide